1-Bromo-4-(2,2,2-trifluoro-ethoxy)benzene BrC1=CC=C(C=C1)OCC(F)(F)F